(R)-N-(1-(6,7-difluoro-1-oxo-1,2-dihydroisoquinolin-4-yl)ethyl)-6-fluoro-N-methyl-1H-indole-2-carboxamide FC=1C=C2C(=CNC(C2=CC1F)=O)[C@@H](C)N(C(=O)C=1NC2=CC(=CC=C2C1)F)C